C1(=CC=C(C=C1)OCCC(C(=O)OCCO)O)OCCC(C(=O)OCCO)O 2,2'-[1,4-phenylenebis(oxy-2,1-ethyleneglycoloxy)]diethanol